FC1=C(C=C(C=C1)CC(=O)NC=1SC(=C(N1)C=1C=C2CCN(C2=CC1)S(=O)(=O)C1=C(C=CC=C1)[N+](=O)[O-])C)O (4-fluoro-3-hydroxyphenyl)-N-(5-methyl-4-(1-((2-nitrophenyl)sulfonyl)indolin-5-yl)thiazol-2-yl)acetamide